NC1=NC(=NN1)C(=O)O 5-amino-1H-1,2,4-triazole-3-carboxylic acid